triethynyl-N,N',N''-trimethylborazine C(#C)B1N(B(N(B(N1C)C#C)C)C#C)C